OC[C@H](C[C@H]1C(NCC1)=O)NC([C@H](CC(C)C)NC(OCC1C2C=CC(C1)C2)=O)=O Bicyclo[2.2.1]hept-5-en-2-ylmethyl ((S)-1-(((S)-1-hydroxy-3-((S)-2-oxopyrrolidin-3-yl)propan-2-yl)amino)-4-methyl-1-oxopentan-2-yl)carbamate